COCOC1CCC2(C(=C(CC12)CCCCCCCO)C1=CC=CC=C1)C(=C)C1=CC=CC=C1 7-(6-exo-(methoxymethoxy)-3-phenyl-3a-(1-phenylvinyl)-1,3a,4,5,6,6a-hexahydropentalen-2-yl)heptan-1-ol